[Sb](Cl)(Cl)Cl antimonous chloride